ClC=1C=CC(=C(OCCCB(O)O)C1)CNC(=O)[C@H]1N(C[C@@H](C1)O)C([C@H](C(C)C)C1=CC(=NO1)C)=O (3-(5-chloro-2-(((2S,4R)-4-hydroxy-1-((R)-3-methyl-2-(3-methylisoxazol-5-yl)butanoyl)pyrrolidine-2-carboxamido)methyl)phenoxy)propyl)boronic acid